F[C@@H]1C[C@H](N(C1)C(CCCC1=CC=NC=C1)=O)C(=O)N[C@H](C1=CC=C(C=C1)C(C)C)C1=CC=CC=C1 (2S,4R)-4-fluoro-N-[(S)-phenyl[4-(propan-2-yl)phenyl]methyl]-1-[4-(pyridin-4-yl)butanoyl]pyrrolidine-2-carboxamide